O=C1NC(CCC1N1C(N(C2=C1C=CC=C2C2CCN(CC2)CC2(CCN(CC2)C2CCN(CC2)C(=O)OC(C)(C)C)F)C)=O)=O tert-butyl 4-((4-(1-(2,6-dioxopiperidin-3-yl)-3-methyl-2-oxo-2,3-dihydro-1H-benzo[d]imidazol-4-yl) piperidin-1-yl)methyl)-4-fluoro-[1,4'-bipiperidine]-1'-carboxylate